4-[[(1R,3S)-3-amino-2,2,3-trimethyl-cyclopentyl]amino]-6-bromo-N'-(2-chloro-4-hydroxy-phenyl)pyrrolo[1,2-b]pyridazine-3-carboxamidine N[C@@]1(C([C@@H](CC1)NC=1C=2N(N=CC1C(=NC1=C(C=C(C=C1)O)Cl)N)C=C(C2)Br)(C)C)C